8-Oxa-2-aza-spiro[4.5]decane-2-carboxylic acid (6-chloro-4-methoxy-7-phenyl-thiazolo[4,5-c]pyridin-2-yl)-amide ClC1=C(C2=C(C(=N1)OC)N=C(S2)NC(=O)N2CC1(CC2)CCOCC1)C1=CC=CC=C1